C1(=CC=CC=C1)N1NC(=NN1C1=CC=CC=C1)C1=CC=CC=C1 L-2,3,5-triphenyltetrazole